NC1(C(N=CC=C1)=O)[2H] 3-aminopyridone-3-d